NC1=NC(=C(C=C1C=1C=C2C(NC(C2=CC1)=O)(C)C)C1=CC=C(C=C1)N1CCN(CC1)C)F 5-(2-amino-6-fluoro-5-(4-(4-Methylpiperazin-1-yl)phenyl)pyridin-3-yl)-3,3-dimethylisoindolin-1-one